O1C=CC2=C1C=CC(=C2)S(=O)(=O)N2CC=1CN(CC1C2)C(=O)C2CCCCC2 2-(1-Benzofuran-5-sulfonyl)-5-cyclohexanecarbonyl-1H,2H,3H,4H,5H,6H-pyrrolo[3,4-c]pyrrole